SC1COCCOC1 1-mercapto-3,6-dioxepane